C1(CC1)C1=NN(C=C1C1=NC=C(C=2C1=CN(N2)C)F)[C@@H]2C[C@H](C2)CN (trans-3-(3-cyclopropyl-4-(7-fluoro-2-methyl-2H-pyrazolo[4,3-C]pyridin-4-yl)-1H-pyrazol-1-yl)cyclobutyl)methylamine